N-(3-hydroxybutyl)amine OC(CCN)C